C1(CC1)N1C(=NN=C1)C1=CC=CC(=N1)NC(=O)C1=CC2=C(OCC=3N2C=NC3)C=C1F N-(6-(4-cyclopropyl-4H-1,2,4-triazole-3-yl)pyridine-2-yl)-7-fluoro-4H-benzo[b]imidazo[1,5-d][1,4]oxazine-8-formamide